C1=CC=CC=2C3=CC=CC=C3C(C12)COC(=O)N[C@H](C(=O)O)CC=1N(C(C=CC1)=O)C (S)-2-((((9H-fluoren-9-yl)methoxy)carbonyl)amino)-3-(1-methyl-6-oxo-1,6-dihydropyridin-2-yl)propanoic acid